3-methyl-8-(1-(methyl-d3)-1H-indazol-5-yl)-7-(pyrazolo[1,5-a]pyrimidin-3-yl)-1-(tetrahydro-2H-pyran-4-yl)-3,6-dihydroimidazo[4,5-d]pyrrolo[2,3-b]pyridin-2(1H)-one CN1C(N(C2=C3C(=NC=C21)NC(=C3C=3C=C2C=NN(C2=CC3)C([2H])([2H])[2H])C=3C=NN2C3N=CC=C2)C2CCOCC2)=O